2-(((1S,2R)-2-methylcyclohexyl)amino)-4-(trifluoromethyl)-benzoic acid C[C@H]1[C@H](CCCC1)NC1=C(C(=O)O)C=CC(=C1)C(F)(F)F